C1(=CC=CC=C1)[C@@H]1[C@H](C1)C(=O)O.C(C)OC(=O)[C@@H]1[C@H](C1)C1=CC=CC=C1 (1S,2S)-2-phenylcyclopropanecarboxylic acid ethyl ester (1S,2S)-2-phenylcyclopropane-1-carboxylate